2,3-difluoro-5-nitrobenzoyl chloride FC1=C(C(=O)Cl)C=C(C=C1F)[N+](=O)[O-]